4-[2-[1-[5-methyl-1-[4-(trifluoromethoxy)phenyl]pyrazol-3-yl]pyrrolidin-3-yl]oxyethyl]morpholine CC1=CC(=NN1C1=CC=C(C=C1)OC(F)(F)F)N1CC(CC1)OCCN1CCOCC1